1-bromo-pinene BrC12C(=CCC(C1(C)C)C2)C